N-(6-cyanopyridin-2-yl)-7-isopropoxy-2-(1-methyl-2-oxabicyclo[2.2.1]heptan-4-yl)imidazo[1,2-a]pyridine-6-carboxamide C(#N)C1=CC=CC(=N1)NC(=O)C=1C(=CC=2N(C1)C=C(N2)C21COC(CC2)(C1)C)OC(C)C